tert-butyl ((chlorosulfonyl)methyl)carbamate ClS(=O)(=O)CNC(OC(C)(C)C)=O